CS(=O)(=O)C1=CC(=C(C(=O)C2C(CCCC2=O)=O)C=C1)[N+](=O)[O-] 2-(4-methyl-sulfonyl-2-nitrobenzoyl)cyclohexane-1,3-dione